BrC=1C(N2N=C(N=C2N(C1CC)CC(=O)NC1=C(C=C(C=C1)C(F)(F)F)C)C=1CCOCC1)=O 2-[3-bromo-8-(3,6-dihydro-2H-pyran-4-yl)-4-ethyl-2-oxo-1,5,7,9-tetraazabicyclo[4.3.0]nona-3,6,8-trien-5-yl]-N-[2-methyl-4-(trifluoromethyl)phenyl]acetamide